benzyl (S)-(2-amino-3-(hexylamino)-3-oxopropyl)carbamate TFA salt OC(=O)C(F)(F)F.N[C@@H](CNC(OCC1=CC=CC=C1)=O)C(=O)NCCCCCC